C[Si](N([Si](C)(C)C)CCC[Si](OC)(C)C)(C)C {3-[N,N-bis(trimethylsilyl)amino]Propyl}dimethylmethoxysilane